1-(((1s,4s)-4-(dimethylamino)cyclohexyl)methyl)-N-(4-(methylsulfonyl)phenyl)-1H-pyrazolo[3,4-d]pyrimidin-6-amine formate C(=O)O.CN(C1CCC(CC1)CN1N=CC=2C1=NC(=NC2)NC2=CC=C(C=C2)S(=O)(=O)C)C